CC1=C(NC2=CC=C(C=C12)C#N)C1CCOCC1 3-methyl-2-(tetrahydro-2H-pyran-4-yl)-1H-indol-5-carbonitrile